N-(5-cyano-2,3-dihydro-1H-inden-2-yl)-2-(4-((4-((5-cyclopentyl-1H-pyrazol-3-yl)(methyl)amino)pyrimidin-2-yl)(methyl)amino)cyclohexyl)acetamide C(#N)C=1C=C2CC(CC2=CC1)NC(CC1CCC(CC1)N(C)C1=NC=CC(=N1)N(C)C1=NNC(=C1)C1CCCC1)=O